5-amino-2-phenylethyl-7-phenyl-[1,2,4]Triazolo[4,3-c]Pyrimidin-3(2H)-one NC1=NC(=CC=2N1C(N(N2)CCC2=CC=CC=C2)=O)C2=CC=CC=C2